NC1=C(C=2C(=NC(=C(C2)C)OC[C@H]2CNCCO2)N1C1=C(C(=CC=C1C)O)C)C(=O)N (R)-2-amino-1-(3-hydroxy-2,6-dimethylphenyl)-5-methyl-6-(morpholin-2-ylmethoxy)-1H-pyrrolo[2,3-b]pyridine-3-carboxamide